1,3-dipropyl-8-sulphophenylxanthine C(CC)C1(CC(=CC=C1)CCC)N1C(=O)NC=2N=C(NC2C1=O)S(=O)(=O)O